tert-Butyl 8-((2-(2,6-dioxopiperidin-3-yl)-1,3-dioxoisoindolin-4-yl)oxy)octanoate O=C1NC(CCC1N1C(C2=CC=CC(=C2C1=O)OCCCCCCCC(=O)OC(C)(C)C)=O)=O